CSC1=NC=CC(=N1)C(=O)N[C@H](C)C1=CC=CC2=CC=CC=C12 2-Methylsulfanyl-N-[(1R)-1-(1-naphthyl)ethyl]pyrimidine-4-carboxamide